4-acetyl-6-tert-butyl-1,1-dimethylindene C(C)(=O)C1=C2C=CC(C2=CC(=C1)C(C)(C)C)(C)C